NC1=NC=C(C2=C1C=NN2)NC(C(=O)N(C(C)C2=C(C=C(C=C2)C(F)(F)F)C)C)=O N1-(4-amino-1H-pyrazolo[4,3-c]pyridin-7-yl)-N2-methyl-N2-(1-(2-methyl-4-(trifluoromethyl)phenyl)ethyl)oxalamide